Cl.Cl.CC1(C[C@H](N1)[C@@H](O)C=1C=NC=C(C1)F)C (S)-((S)-4,4-Dimethylazetidin-2-yl)(5-fluoropyridine-3-yl)methanol dihydrochloride